[Si](C)(C)(C(C)(C)C)OCCN1N=C(C=C1)B1OC(C)(C)C(C)(C)O1 (2-((tert-butyldimethylsilyl)oxy)ethyl)-1H-pyrazole-boronic acid pinacol ester